methyl 3-(cyanomethyl)-5-(difluoromethoxy)benzoate C(#N)CC=1C=C(C(=O)OC)C=C(C1)OC(F)F